2-[(e)-2-(3-{[tert-butyl(dimethyl)silyl]oxy}phenyl)ethenyl]-4-(2-methoxyphenyl)pyrimidine [Si](C)(C)(C(C)(C)C)OC=1C=C(C=CC1)/C=C/C1=NC=CC(=N1)C1=C(C=CC=C1)OC